[K].C1CCC2=C(C=3CCCC3C=C12)NC(=O)NS(=O)(=O)C1=NC(=CC(=N1)C)C N-((1,2,3,5,6,7-Hexahydro-s-indacen-4-yl)carbamoyl)-4,6-dimethyl-pyrimidine-2-sulfonamide, Potassium Salt